C(C)OC(=O)C=1N=C(SC1)C1=CC=C(C=C1)C=O 2-(4-formylphenyl)thiazole-4-carboxylic acid ethyl ester